sodium methyllauroyl taurate NCCS(=O)(=O)OC(CCCCCCCCCCCC)=O.[Na]